tert-butyl 3-(1H-imidazo[4,5-b]pyridin-1-yl)piperidine-1-carboxylate N1(C=NC2=NC=CC=C21)C2CN(CCC2)C(=O)OC(C)(C)C